(hydroxymethyl)-2-azaspiro[3.3]Heptane-2-carboxylic acid tert-butyl ester C(C)(C)(C)OC(=O)N1C(C2(C1)CCC2)CO